ClC=1C=NC=C(C1[C@@H](C)OC=1C=C2C(=NN(C2=CC1)C1OCCCC1)C=1C=C(C(=NC1)N1CC(C1)(CCS(=O)(=O)C)NC(OC(C)(C)C)=O)F)Cl tert-butyl N-[1-[5-[5-[(1R)-1-(3,5-dichloro-4-pyridyl)ethoxy]-1-tetrahydropyran-2-yl-indazol-3-yl]-3-fluoro-2-pyridyl]-3-(2-methylsulfonylethyl)azetidin-3-yl]carbamate